(2S)-2-(cyanomethyl)-4-(6-((1-(Methoxycarbonyl)-1,2,3,4-tetrahydronaphthalen-1-yl)methyl)-2-(((S)-1-methylpyrrolidin-2-yl)methoxy)-5-nitropyrimidin-4-yl)piperazine-1-carboxylate C(#N)C[C@@H]1N(CCN(C1)C1=NC(=NC(=C1[N+](=O)[O-])CC1(CCCC2=CC=CC=C12)C(=O)OC)OC[C@H]1N(CCC1)C)C(=O)[O-]